C(C([2H])([2H])[2H])(C([2H])([2H])C=1C(=NC=CC1)C1=CC=CC=C1)([2H])[2H] (isopropyl-d7)(phenyl)pyridine